C(C)(C)C1=C(C=CC=C1)C1=NC(=CC2=C1N=CN2C)N=C(C2=CC=CC=C2)C2=CC=CC=C2 N-(4-(2-isopropylphenyl)-1-methyl-1H-imidazo[4,5-c]pyridin-6-yl)-1,1-diphenylmethanimine